5-(3-(3-(1,4-oxazepan-4-yl)-1H-pyrazol-5-yl)-2-fluoro-6-hydroxyphenyl)-1,2,5-thiadiazolidin-3-one 1,1-dioxide O1CCN(CCC1)C1=NNC(=C1)C=1C(=C(C(=CC1)O)N1CC(NS1(=O)=O)=O)F